CN1N=CC(=C1)B1OC(C)(C)C(C)(C)O1 1-N-methyl-4-pyrazoleboronic acid pinacol ester